O=C1NN(C2=C1C=NC(=C2)NC(=O)C2CC2)C2=CC=C(C=C2)C(F)(F)F N-(3-oxo-1-(4-(trifluoromethyl)phenyl)-2,3-dihydro-1H-pyrazolo[4,3-c]pyridin-6-yl)cyclopropanecarboxamide